C1(CC1)COC=1C(=CC2=CN(N=C2C1)C1CCC(CC1)N(C1CCN(CC1)C(=O)OC(C)(C)C)C)NC(=O)C=1C=NN2C1N=CC=C2 tert-butyl 4-[[4-[6-(cyclopropylmethoxy)-5-(pyrazolo[1,5-a]pyrimidine-3-carbonylamino)indazol-2-yl]cyclohexyl]-methyl-amino]piperidine-1-carboxylate